2-((3-((4-chloro-1-methyl-1H-pyrazol-5-yl)methyl)-1-oxo-5-(pyrrolidin-1-ylmethyl)isoindolin-2-yl)methyl)-5-oxa-7-azaspiro[3.4]octan-6-one ClC=1C=NN(C1CC1N(C(C2=CC=C(C=C12)CN1CCCC1)=O)CC1CC2(C1)OC(NC2)=O)C